C1(=CC=CC=C1)C12CCC(CC1)(CC2)CN(C(=O)C2CCCCC2)C=2C=C(C=CC2)/C=C/C(=O)OC methyl (E)-3-(3-(N-((4-phenylbicyclo[2.2.2]octan-1-yl)methyl) cyclohexanecarboxamido)phenyl)acrylate